C(C)N1C(N(C2=CC(=CC=3C2=C1N=CN3)CN3CCN(CC3)C=3C=CC(=NC3C)C(=O)NC)CC3=CC=C(C=C3)OC)=O 5-(4-((3-Ethyl-1-(4-methoxybenzyl)-2-oxo-2,3-dihydro-1H-pyrimido[4,5,6-de]quinazolin-8-yl)methyl)piperazin-1-yl)-N,6-dimethylpicolinamide